FC=1C=C(C=C(C1)C(F)(F)F)C=1CCCC2=C(C1C1=CC=C(C=C1)C=C1CN(C1)CCCF)C=CC(=C2)C(=O)O 8-(3-fluoro-5-(trifluoromethyl)phenyl)-9-(4-((1-(3-fluoropropyl)azetidin-3-ylidene)methyl)phenyl)-6,7-dihydro-5H-benzo[7]annulene-3-carboxylic acid